BrC=1C=C(C=CC1I)C1=C(C=C(C=C1)C(F)(F)F)C(F)(F)F 3-bromo-4-iodo-2',4'-bistrifluoromethylbiphenyl